COC(=O)C1CCC(CC1)C#N.FC1=C(C(=NC(=N1)C1=NC=NN1C)OC)C(F)(F)F 6-fluoro-4-methoxy-2-(1-methyl-1H-1,2,4-triazol-5-yl)-5-(trifluoromethyl)pyrimidine methyl-(1r,4r)-4-cyanocyclohexane-1-carboxylate